Ethyl 2-(4-((3-isopropoxypropyl)carbamoyl)piperidin-1-yl)thiazole-4-carboxylate C(C)(C)OCCCNC(=O)C1CCN(CC1)C=1SC=C(N1)C(=O)OCC